O1CC[C@@H](C2=CC=CC=C12)NC(=O)C1=CC2=C(N=C(S2)C2CCN(CC2)CC)C(=C1)C (S)-N-(chroman-4-yl)-2-(1-ethylpiperidin-4-yl)-4-methylbenzo[d]thiazole-6-carboxamide